CC1(O[C@@H]2[C@H](O1)[C@H](C[C@@H]2O)C2=CC(=CC=C2)OC(F)(F)F)C (3aS,4S,6R,6aR)-2,2-dimethyl-6-(3-(trifluoromethoxy)phenyl)tetrahydro-4H-cyclopenta[d][1,3]dioxol-4-ol